4-[4-(4,4,5,5-tetramethyl-[1,3,2]dioxaborolan-2-yl)benzyl]thiomorpholine-1,1-dioxide CC1(OB(OC1(C)C)C1=CC=C(CN2CCS(CC2)(=O)=O)C=C1)C